rel-1-((1R,4S,6S)-6-(6-chloro-1H-pyrazolo[3,4-d]pyrimidin-1-yl)-2-azabicyclo[2.2.1]heptan-2-yl)ethan-1-one ClC1=NC=C2C(=N1)N(N=C2)[C@H]2C[C@H]1CN([C@@H]2C1)C(C)=O |o1:10,12,15|